N[C@H]1C[C@@H](CC1)N1C(C2=C(N=C(N=C2)C2=CC3=CN(N=C3C(=C2O)C)C)C=C1)=O 6-[(1R,3R)-3-aminocyclopentyl]-2-(6-hydroxy-2,7-dimethyl-indazol-5-yl)pyrido[4,3-d]pyrimidin-5-one